CC(CC(C)(C)C)(C)OC1=CC=CC=C1 (1,1,3,3-tetramethylbutyl)-phenyl ether